1-(2,4-Dimethylphenyl)-3-(6-methoxy-2-methylpyridin-3-yl)-7-(trifluoromethyl)-2,3-dihydroquinazolin-4(1H)-one CC1=C(C=CC(=C1)C)N1CN(C(C2=CC=C(C=C12)C(F)(F)F)=O)C=1C(=NC(=CC1)OC)C